N-(1-(3-methoxyphenyl)ethyl)benzamide COC=1C=C(C=CC1)C(C)NC(C1=CC=CC=C1)=O